(6'-E-caffeoyl) glucopyranoside O(C1[C@H](O)[C@@H](O)[C@H](O)[C@H](O1)CO)C(\C=C\C1=CC(O)=C(O)C=C1)=O